C(=O)(OCC1C2=CC=CC=C2C2=CC=CC=C12)NC(CC(=O)O)CC(=O)O 3-(FMOC-amino)glutaric acid